CN(CC(=O)O)S(=O)(=O)C1=CC=C(C=C1)C(\C=C\C1=CC=C(C=C1)OCC1=CC=CC=C1)=O 2-[Methyl-[4-[(E)-3-(4-phenylmethoxyphenyl)prop-2-enoyl]phenyl]sulfonylamino]acetic acid